C(CCC)C1=NC=2C(=C(N=NC2N)OC(C)C)N1CC=1C=NC=CC1 2-butyl-7-isopropoxy-1-(pyridin-3-ylmethyl)-1H-imidazo[4,5-d]pyridazin-4-amine